O1CCC2=C1C=CC(=C2)B2OC(C(O2)(C)C)(C)C 2-(2,3-dihydro-1-benzofuran-5-yl)-4,4,5,5-tetramethyl-1,3,2-dioxaborolane